5-((6-(3-(Difluoromethoxy)-4-fluorophenyl)-1H-pyrazolo[3,4-b]pyrazin-1-yl)methyl)oxazolidin-2-one FC(OC=1C=C(C=CC1F)C1=CN=C2C(=N1)N(N=C2)CC2CNC(O2)=O)F